3,3-dimethyl-4-oxo-butyrate CC(CC(=O)[O-])(C=O)C